[C@H]12CC(C[C@@H]2C1)N1C(C=CC2=C1N=C(N=C2)NC2CCNCC2)=O 8-((1R,3R,5S)-bicyclo[3.1.0]Hex-3-yl)-2-(piperidin-4-ylamino)pyrido[2,3-d]Pyrimidin-7(8H)-one